(1,2-dimethylpentyl)(1-heptylnonyl)phosphinic acid CC(C(CCC)C)P(O)(=O)C(CCCCCCCC)CCCCCCC